(R)-N-(1-hydroxybutan-2-yl)-4-methoxy-2-(4-(trifluoromethyl)phenyl)quinoline OCC(CC)N1[C@H](C=C(C2=CC=CC=C12)OC)C1=CC=C(C=C1)C(F)(F)F